C(N=C=O)N=C=O.[C] carbon methylene diisocyanate